1-(9,10-dioxo-9,10-dihydroanthracene-2-carbonyl)-N,N-diethylpiperidine-4-sulfonamide O=C1C2=CC=CC=C2C(C=2C=CC(=CC12)C(=O)N1CCC(CC1)S(=O)(=O)N(CC)CC)=O